N[C@H](C(=O)O)CC(CCCCCC)C (2S)-2-amino-4-methyldecanoic acid